NC1CC2(C(N(CC3=CC=C(C=C23)C#N)CC)=O)C1 3-amino-2'-ethyl-6'-(cyano)-1',2'-dihydro-3'H-spiro[cyclobutane-1,4'-isoquinoline]-3'-one